COC(CN1C2(CC2)CN(CC1)C(=O)OC(C)(C)C)=O tert-butyl 4-(2-methoxy-2-oxo-ethyl)-4,7-diazaspiro[2.5]octane-7-carboxylate